O1C=NC=C1C=1C=C2C=C(N=CC2=CC1)NC(=O)C1CCN(CC1)CCC(F)(F)F N-(6-(oxazol-5-yl)isoquinolin-3-yl)-1-(3,3,3-trifluoropropyl)piperidine-4-carboxamide